FC1=CC=C2C(=N1)NN=C2C(=O)OC(C)(C)C tert-Butyl 6-fluoro-1H-pyrazolo[3,4-b]pyridine-3-carboxylate